OCC1(CCC1)NC=1C2=C(N=C(N1)N1CC3=C(CC1)N=CN3C)CC[S@]2=O (R)-4-((1-(Hydroxymethyl)cyclobutyl)amino)-2-(3-methyl-3,4,6,7-tetrahydro-5H-imidazo[4,5-c]pyridin-5-yl)-6,7-dihydrothieno[3,2-d]pyrimidine-5-oxide